CC1=CC=CC(=N1)C1N(CCC2=C1NC1=CC=CC=C21)C(CCN2C(CCCC2)=O)=O 1-{3-[1-(6-methylpyridin-2-yl)-1H,2H,3H,4H,9H-pyrido[3,4-b]indol-2-yl]-3-oxopropyl}piperidin-2-one